CN(C1=CC=C(C=C1)C1=CC=C2C(=N1)NC(=N2)CNC(C2=CC(=C(C=C2)C)S(=O)(=O)C)=O)C N-((5-(4-(dimethylamino)phenyl)-3H-imidazo[4,5-b]pyridin-2-yl)methyl)-4-methyl-3-(methylsulfonyl)benzamide